ethyl 2-(5-(3-(cyclobutylethynyl) phenyl)-2-(cyclopropylmethyl)-1-(3-fluoro-4-sulfamoylbenzyl)-1H-pyrrol-3-yl)-5-ethylthiazole-4-carboxylate C1(CCC1)C#CC=1C=C(C=CC1)C1=CC(=C(N1CC1=CC(=C(C=C1)S(N)(=O)=O)F)CC1CC1)C=1SC(=C(N1)C(=O)OCC)CC